(1-cyclopropyl-1H-pyrazol-4-yl)-5-(2,3-dimethylphenyl)-6-methoxy-1H-pyrazolo[4,3-b]pyridine C1(CC1)N1N=CC(=C1)N1N=CC2=NC(=C(C=C21)OC)C2=C(C(=CC=C2)C)C